2-(8-((5,5-dimethyltetrahydrofuran-3-yl)amino)imidazo[1,2-d][1,2,4]triazin-5-yl)-5-methylphenol CC1(CC(CO1)NC=1C=2N(C(=NN1)C1=C(C=C(C=C1)C)O)C=CN2)C